C(C=C)(=O)OCCCCCCCCCCCCCCCCCC[P+](CC)(CC)CC acryloyloxyoctadecyltriethylphosphonium